6-methyl-4-methoxycarbonyloxy-1-methacryloyloxynaphthalene CC=1C=C2C(=CC=C(C2=CC1)OC(C(=C)C)=O)OC(=O)OC